methyl 1-(8-hydroxy-4-methylsulfanyl-5,6,7,8-tetrahydroquinazolin-2-yl)-2-methyl-indole-4-carboxylate OC1CCCC=2C(=NC(=NC12)N1C(=CC=2C(=CC=CC12)C(=O)OC)C)SC